C(C)C1=CC2=C(C3=CC=CC=C3C(=C2C=C1)OCCCCCCC)OCCCCCCC 2-ethyl-9,10-bis(n-heptyloxy)anthracene